3-aminopropylmethyldibutoxysilane NCCC[Si](OCCCC)(OCCCC)C